2,2-bis(4-vinyloxyethoxyphenyl)propane C(=C)OCCOC1=CC=C(C=C1)C(C)(C)C1=CC=C(C=C1)OCCOC=C